C(C)(C)[C@@H]1CC=2C=C(C(=NC2C=2N1C=C(C(C2)=O)C(=O)NS(=O)(=O)C)OC)OCCCOC (S)-6-Isopropyl-2-methoxy-3-(3-methoxypropoxy)-N-(methylsulfonyl)-10-oxo-5,10-dihydro-6H-pyrido[1,2-h][1,7]naphthyridin-9-carboxamid